C1(CC1)C=1C=CC=2N(C1)C=C(N2)CN2N=CC(=C2)S(=O)(=O)N (6-cyclopropylimidazo[1,2-a]pyridin-2-yl)methyl-1H-pyrazole-4-sulfonamide